(R)-7-bromo-8-methoxy-N-(1-(3-nitro-5-(trifluoromethyl)phenyl)ethyl)imidazo[1,5-a]quinazolin-5-amine BrC=1C=C2C(=NC=3N(C2=CC1OC)C=NC3)N[C@H](C)C3=CC(=CC(=C3)C(F)(F)F)[N+](=O)[O-]